C(CCCCC\C=C/CCCCCCCC)C1OC(CN(C1)CCO[Si](C)(C)C(C)(C)C)CCCCCC(=O)OC(CCCCCCCC)CCCCCCCC 1-octylnonyl 6-{6-[(Z)-7-hexadecenyl]-4-{2-[(tert-butyl)bis(methyl)siloxy]ethyl}-2-morpholinyl}hexanoate